2-(2-fluoro-4-(pyrrolidin-2-yl)phenyl)-6-methoxy-N-(1-methylpiperidin-4-yl)benzo[d]imidazo[2,1-b]thiazole-7-carboxamide dihydrochloride Cl.Cl.FC1=C(C=CC(=C1)C1NCCC1)C=1N=C2SC3=C(N2C1)C=C(C(=C3)C(=O)NC3CCN(CC3)C)OC